6-chloro-N-[1-[3-(1,2,4-thiadiazol-3-yl)pyrazin-2-yl]ethyl]-8-(trifluoromethyl)quinazolin-4-amine ClC=1C=C2C(=NC=NC2=C(C1)C(F)(F)F)NC(C)C1=NC=CN=C1C1=NSC=N1